CC(C#N)(C)O[Si](C)(C)C methyl-2-((trimethylsilyl)oxy)propionitrile